CN1N=CC(=C1)C=1N=C(C=2N(C1)N=CC2)N2CCC(CC2)CNC(OC(C)(C)C)=O tert-butyl ((1-(6-(1-methyl-1H-pyrazol-4-yl)pyrazolo[1,5-a]pyrazin-4-yl)piperidin-4-yl)methyl)carbamate